COC=1C=C(C=CC1)C(C(=O)O)=O 2-(3-methoxyphenyl)-2-oxoacetic acid